CNS(=O)(=O)C1=CC(=C(C=C1)OC1=CC=C(C=C1)C(F)(F)F)C=1N=C2N(C1)C[C@H](C2)C |o1:28| (S)- or (R)-N-methyl-3-(6-methyl-6,7-dihydro-5H-pyrrolo[1,2-a]imidazol-2-yl)-4-[4-(trifluoromethyl)phenoxy]benzene-1-sulfonamide